N-(3-methoxyphenyl)-2,2-dimethyl-propionamide COC=1C=C(C=CC1)NC(C(C)(C)C)=O